FC(CN1N=CC(=C1)C=1OC(=CN1)C=O)(F)F (2-(1-(2,2,2-trifluoroethyl)-1H-pyrazol-4-yl)oxazol-5-yl)methanone